N-(1-(4-chlorobenzyl)-1H-indazol-3-yl)-4-methylthiazole-5-carboxamide ClC1=CC=C(CN2N=C(C3=CC=CC=C23)NC(=O)C2=C(N=CS2)C)C=C1